F[NH2+]CC1=CC=CC=C1 (fluoro)benzylammonium